2-(2-methoxy-4-(2-(pyridin-4-ylmethyl)-2H-tetrazol-5-yl)phenylsulfonylamino)acetamide tert-butyl-(4-methyl-2-nitrophenyl)carbamate C(C)(C)(C)N(C(O)=O)C1=C(C=C(C=C1)C)[N+](=O)[O-].COC1=C(C=CC(=C1)C=1N=NN(N1)CC1=CC=NC=C1)S(=O)(=O)NCC(=O)N